[Ti].NC=1C2=C(N=CN1)N(C(=C2C2=CC=C(C(=O)NCC1OCCC1)C=C2)C2=CC=C(C=C2)NC(C(=C)C)=O)C 4-(4-amino-6-(4-methacrylamido-phenyl)-7-methyl-7H-pyrrolo[2,3-d]pyrimidin-5-yl)-N-((tetrahydrofuran-2-yl)methyl)benzamide titanium